N-(5-chloro-2,4-difluorophenyl)-N-methyl-2-(4-methyl-6-(trifluoromethyl)pyrimidin-2-yl)-5-oxopyrazolidine-3-carboxamide ClC=1C(=CC(=C(C1)N(C(=O)C1N(NC(C1)=O)C1=NC(=CC(=N1)C)C(F)(F)F)C)F)F